BrC1=CC2=C(OC3(CCCCC3)OC2=O)C=C1 6-bromo-4H-spiro[benzo[d][1,3]dioxine-2,1'-cyclohexane]-4-one